(2S,3S)-3-((5-fluoro-2-(2-fluoro-5H-pyrrolo[2,3-b]pyrazin-7-yl)-6-(thiophen-2-yl)pyrimidin-4-yl)amino)bicyclo[2.2.2]octane-2-carboxylic acid FC=1C(=NC(=NC1C=1SC=CC1)C1=CNC2=NC=C(N=C21)F)N[C@@H]2[C@H](C1CCC2CC1)C(=O)O